FC1=C(C=CC=C1)CC(=O)OC1=C(C(=C(C(=C1F)F)F)F)F perfluorophenyl 2-(2-fluorophenyl)acetate